C(C(=C)C)(=O)OCCSC=1SC(=NN1)SC 2-methacryloxyethylthio-5-methylthio-1,3,4-thiadiazole